3-isocyanatopropyl-(triethoxysilane) N(=C=O)CCC[Si](OCC)(OCC)OCC